(S)-(1-(6-(4-chlorophenyl)-2-(pyridin-3-yl)pyrimidin-4-yl)piperidin-3-yl)methylamine ClC1=CC=C(C=C1)C1=CC(=NC(=N1)C=1C=NC=CC1)N1C[C@@H](CCC1)CN